C(C\C=C/CCCCCCCC)=O (Z)-3-dodecenal